C1(=CC=CC2=CC=CC=C12)C(=O)O.C1(=CC=CC2=CC=CC=C12)C(=O)O.[B] boron di(naphthoic acid)